C1(CCC1)[C@@H]1[C@@H](C=2C=CC=CC2CC1)C1=CC=C(C=C1)N1CCC(CC1)C(OC)OC (5R,6R)-6-Cyclobutyl-5-(4-(4-(dimethoxymethyl)piperidin-1-yl)phenyl)-5,6,7,8-tetrahydronaphthalene